(1-methyl-1H-1,2,4-triazole-3-yl)methanol-d2 CN1N=C(N=C1)C(O)([2H])[2H]